BrC1=CC=CC=2N=CSC21 7-bromobenzo[d]Thiazole